FC1(C2(CCN(CC12)C1=C(C(=O)NC2=NC(=NC(=C2)C)N2CCC(CC2)(F)F)C=CC(=C1)NS(=O)(=O)CCO)C)F 2-(7,7-difluoro-6-methyl-3-azabicyclo[4.1.0]heptan-3-yl)-N-(2-(4,4-difluoropiperidin-1-yl)-6-methylpyrimidin-4-yl)-4-((2-hydroxyethyl)sulfonamido)benzamide